ClCC=1N(C2=C(C=NC(=C2C2=CC=CC=C2)C)N1)CC1=C(C=C(C=C1F)S(=O)(=O)N)F 4-((2-(chloromethyl)-6-methyl-7-phenyl-1H-imidazo[4,5-c]pyridin-1-yl)methyl)-3,5-difluorobenzenesulfonamide